3-((r,13R,5S,7r)-3,5-dimethyladamantan-1-yl)urea CC12CC3(CC(C[C@@](C1)(C3)C)C2)NC(N)=O